N[C@H]1C[C@@H](O[C@H]([C@@H]1O)C)O[C@H]1C[C@@](CC=2C(=C3C(C=4C=CC=C(C4C(C3=C(C12)O)=O)OC)=O)O)(C(CO)=O)O (8S,10S)-10-{[(2R,4S,5R,6S)-4-amino-5-hydroxy-6-methyloxan-2-yl]oxy}-6,8,11-trihydroxy-8-(2-hydroxyacetyl)-1-methoxy-5,7,8,9,10,12-hexahydrotetracene-5,12-dione